2-{[3-(trimethylsilyl)prop-2-yn-1-yl]oxy}ethanol C[Si](C#CCOCCO)(C)C